N-(2-cyano-4-(8-(1-methyl-6-(trifluoromethyl)-1H-benzo[d]imidazol-5-yl)indolizine-3-carbonyl)phenyl)-2,3,5,6-tetrafluoro-4-(S-methylsulfonimidoyl)benzamide C(#N)C1=C(C=CC(=C1)C(=O)C1=CC=C2C(=CC=CN12)C1=CC2=C(N(C=N2)C)C=C1C(F)(F)F)NC(C1=C(C(=C(C(=C1F)F)S(=O)(=N)C)F)F)=O